β-[3-(2H-benzotriazole-2-yl)-4-hydroxy-5-tertiary butyl-phenyl]-propionic acid N=1N(N=C2C1C=CC=C2)C=2C=C(C=C(C2O)C(C)(C)C)CCC(=O)O